S1C=NC=C1C1=NN=C2C=3N=CN(C3N=CN21)[C@@H]2O[C@@H]([C@@H]([C@@H]2O)O)CO (2r,3s,4r,5r)-2-{3-(thiazol-5-yl)-7H-[1,2,4]triazolo[3,4-i]purin-7-yl}-5-(hydroxymethyl)tetrahydrofuran-3,4-diol